C1(CC1)C=1C=C(C(=C2C=CNC12)CN1[C@H](C[C@@H](CC1)OCC)C1=CC=C(C(=O)O)C=C1)OC 4-((2R,4R)-1-((7-cyclopropyl-5-methoxy-1H-indol-4-yl)methyl)-4-ethoxypiperidin-2-yl)benzoic acid